2-chloro-4-(2-((3,5-dimethylphenyl)amino)oxazol-5-yl)benzamide ClC1=C(C(=O)N)C=CC(=C1)C1=CN=C(O1)NC1=CC(=CC(=C1)C)C